CC1COC=C(N1C(=O)OC(C)(C)C)C1=NC=C(C=C1)C(F)(F)F tert-butyl 3-methyl-5-(5-(trifluoromethyl) pyridin-2-yl)-2,3-dihydro-4H-1,4-oxazine-4-carboxylate